(S)-2-((4-(3-((4-cyano-2-fluorobenzyl)oxy)phenoxy)piperidin-1-yl)methyl)-1-(Oxetan-2-ylmethyl)-1H-benzo[d]imidazole-6-carboxylic acid C(#N)C1=CC(=C(COC=2C=C(OC3CCN(CC3)CC3=NC4=C(N3C[C@H]3OCC3)C=C(C=C4)C(=O)O)C=CC2)C=C1)F